N-(benzo[d]thiazol-2-yl)-5-(piperidin-4-ylmethylene)thiophene-2-carboxamide S1C(=NC2=C1C=CC=C2)NC(=O)C2SC(C=C2)=CC2CCNCC2